3-(5-((4-((4'-chloro-5,5-dimethyl-3,4,5,6-tetrahydro-[1,1'-biphenyl]-2-yl)methyl)-2-oxopiperazin-1-yl)methyl)-1-oxoisoindolin-2-yl)piperidine-2,6-dione ClC1=CC=C(C=C1)C1=C(CCC(C1)(C)C)CN1CC(N(CC1)CC=1C=C2CN(C(C2=CC1)=O)C1C(NC(CC1)=O)=O)=O